(S)-4,4,4-trifluoro-3-((2-((3-(1-(4-(trifluoromethyl)phenyl)cyclopropyl)-1,2,4-oxadiazol-5-yl)methyl)acryloyl)oxy)butanoic acid FC([C@H](CC(=O)O)OC(C(=C)CC1=NC(=NO1)C1(CC1)C1=CC=C(C=C1)C(F)(F)F)=O)(F)F